3-Methoxy-11-((3-methoxypropyl)amino)-6-methyl-6,11-dihydrodibenzo[c,f][1,2]thiazepine 5,5-dioxide COC1=CC2=C(C(C3=C(N(S2(=O)=O)C)C=CC=C3)NCCCOC)C=C1